N1C(=NC2=C1C=CC=C2)CN(CCCCN)C2CCCC=1C(=CC=NC21)OC N1-(1H-Benzimidazol-2-ylmethyl)-N1-(4-methoxy-5,6,7,8-tetrahydro-quinolin-8-yl)-butane-1,4-diamine